(2S)-N-(4-fluorophenyl)-2-{1-[(2-methoxyethoxy)acetyl]-1,2,3,4-tetrahydroquinolin-6-yl}propanamide FC1=CC=C(C=C1)NC([C@@H](C)C=1C=C2CCCN(C2=CC1)C(COCCOC)=O)=O